(2S,4S)-4-fluoro-1-[2-[(3R)-3-[(8-methoxy-4-quinolyl)amino]pyrrolidin-1-yl]acetyl]pyrrolidine-2-carbonitrile F[C@H]1C[C@H](N(C1)C(CN1C[C@@H](CC1)NC1=CC=NC2=C(C=CC=C12)OC)=O)C#N